CC(OCCCCO)(OCCCCOC(OCCCCO)(C)C)C 6,6,13,13-tetramethyl-5,7,12,14-tetraoxaoctadecane-1,18-diol